(R)-1-(7-(8-cyclopropyl-3-hydroxynaphthalen-1-yl)-8-fluoro-2-(((2R,7aS)-2-fluorotetrahydro-1H-pyrrolizin-7a(5H)-yl)methoxy)pyrido[4,3-d]pyrimidin-4-yl)-3-methylpiperidin-3-ol C1(CC1)C=1C=CC=C2C=C(C=C(C12)C1=C(C=2N=C(N=C(C2C=N1)N1C[C@@](CCC1)(O)C)OC[C@]12CCCN2C[C@@H](C1)F)F)O